(4-Bromo-6-methylpyridin-2-yl)methanol BrC1=CC(=NC(=C1)C)CO